4-METHOXYPICOLINALDEHYDE COC1=CC(=NC=C1)C=O